BrC1=CC=2N(C=C1)C=C(N2)C=O 7-Bromoimidazo[1,2-a]pyridine-2-carbaldehyde